O[C@@H](C)C=1C=C(C=C2C(C(=C(OC12)C1=CC2=CN(N=C2C=C1)C)C)=O)C 8-[(1S)-1-Hydroxyethyl]-3,6-dimethyl-2-(2-methylindazol-5-yl)chromen-4-one